ClC=1C(=C(C=CC1F)[C@H](NC(=O)N1[C@@H](C(NCC1)=O)C)C=1C=NC(=C(C1)Cl)C1CC1)F (2R)-N-((R)-(3-chloro-2,4-difluorophenyl)(5-chloro-6-cyclopropylpyridin-3-yl)methyl)-2-methyl-3-oxopiperazine-1-carboxamide